C(C)OC1=NC=CC=C1C=1C=C(C2=C(N1)N(N=C2C(C)C)C)NCC=2C=NN(C2)C 6-(2-ethoxypyridin-3-yl)-3-isopropyl-1-methyl-N-((1-methyl-1H-pyrazol-4-yl)methyl)-1H-pyrazolo[3,4-b]Pyridin-4-amine